N2-(2-(difluoromethoxy)-4-(4-methyl-4H-1,2,4-triazol-3-yl)phenyl)-6-methyl-N8-neopentylpyrido[3,4-d]pyrimidine-2,8-diamine FC(OC1=C(C=CC(=C1)C1=NN=CN1C)NC=1N=CC2=C(N1)C(=NC(=C2)C)NCC(C)(C)C)F